C1=CC=CC2=CC3=CC=CC=C3C(=C12)COC(C(=O)O)CC=O (anthracene-9-ylmethoxy)-4-oxobutyric acid